SC(C(=O)O)C 2-sulfanylpropanoic acid